NC(C)C=1C=C(C=CC1)C(CO)(F)F 2-(3-(1-aminoethyl)phenyl)-2,2-difluoroethan-1-ol